Cl.FC1=C(C=C(OC2CC(C2)N)C=C1)C(C)C (1r,3r)-3-(4-fluoro-3-isopropylphenoxy)cyclobutane-1-amine hydrochloride